F[C@@H]1CC2=C[C@@H](CN2C1)F (2R,6S,7ar)-2,6-Difluorotetrahydro-1H-pyrrolizin